N-(5-(5-chlorothiophen-2-yl)-4-cyclobutyl-1-methyl-1H-pyrazol-3-yl)thietane-3-carboxamide ClC1=CC=C(S1)C1=C(C(=NN1C)NC(=O)C1CSC1)C1CCC1